CC=1C=CC(=C(C=2OC3=CC(=CC(=C3C(C2O)=O)O)O)C1)O (2R,3R)-5'-methyl-3,5,7,2'-tetrahydroxyflavone